2-(pyridin-3-ylmethoxy)-ethanol N1=CC(=CC=C1)COCCO